N-(3-methylbutyl)azetidine-3-carboxamide hydrochloride Cl.CC(CCNC(=O)C1CNC1)C